1-(2-cyano-2-methylpropyl)-3-(3-(imidazo[4,5-d]pyrrolo[2,3-b]pyridin-1(6H)-yl)bicyclo[1.1.1]pentan-1-yl)urea C(#N)C(CNC(=O)NC12CC(C1)(C2)N2C=NC=1C2=C2C(=NC1)NC=C2)(C)C